FC(C=1C=C(C=CC1)C1CC=2C=CC3=CC=CC=C3C2C=C1)(F)F 2-(3-trifluoromethyl-phenyl)-1H-phenanthrene